FC1=CC(=C(C=C1C(F)(F)F)O)C1=C2C(=C(N=N1)N[C@@H]1C[C@@H](CCC1)O)C=NC=C2 4-fluoro-2-[4-[[(1s,3r)-3-hydroxycyclohexyl]amino]pyrido[3,4-d]pyridazin-1-yl]-5-(trifluoromethyl)phenol